ferrocene-carboxylic acid [C-]1(C=CC=C1)C(=O)O.[CH-]1C=CC=C1.[Fe+2]